Cl.FC=1C=C(C=CC1)[C@H](CNC(CC1CCC(CC1)S(=O)(=O)NC)(C)C)O (1R,4r)-4-(2-(((R)-2-(3-Fluorophenyl)-2-hydroxyethyl)amino)-2-methyl-propyl)-N-methylcyclohexane-1-sulfonamide hydrochloride